OCCCCOC=1C=C(C=CC1N1CCN(CC1)CCOC)NC=1N=CC2=C(N1)NC(C=C2C#C[Si](C(C)C)(C(C)C)C(C)C)=O [3-(4-Hydroxybutoxy)-4-[4-(2-methoxyethyl)piperazin-1-yl]phenyl]amino-5-[2-(triisopropylsilyl)ethynyl]-8H-pyrido[2,3-d]pyrimidin-7-one